[Si](C1=CC=CC=C1)(C1=CC=CC=C1)(C(C)(C)C)OCC(=O)NCC1=NC(=CC(=C1)S(=O)(=O)CC(C)(C)C)N1C2CN(CC1CC2)C(C2=C(C=C(C=C2)F)Cl)=O 2-[tert-butyl(diphenyl)silyl]oxy-N-[[6-[3-(2-chloro-4-fluoro-benzoyl)-3,8-diazabicyclo[3.2.1]octan-8-yl]-4-(2,2-dimethylpropylsulfonyl)-2-pyridyl]methyl]acetamide